1-Isopropyl-3-(3-phenylpropyl)-5-(pyrrolidin-1-yl)-1H-1,2,4-triazole C(C)(C)N1N=C(N=C1N1CCCC1)CCCC1=CC=CC=C1